benzyl-N,N'-bis(3-aminopropyl)ethylenediamine C(C1=CC=CC=C1)N(CCNCCCN)CCCN